2-[1-(2-Difluoromethyl-pyridin-4-yl)-azetidin-3-yl]-1-(5,7,7-trimethyl-3,6,7,8-tetrahydro-1H-2,4-diaza-as-indacen-2-yl)-ethanone FC(C1=NC=CC(=C1)N1CC(C1)CC(=O)N1CC2=C3CC(CC3=C(N=C2C1)C)(C)C)F